3,11-didecyldinaphtho[2,3-d:2',3'-d']benzo[1,2-b:4,5-b']dithiophene C(CCCCCCCCC)C1=CC2=CC3=C(C=4C(S3)=CC3=C(SC5=C3C=C3C=CC(=CC3=C5)CCCCCCCCCC)C4)C=C2C=C1